(1R,5S,6S)-N-methoxy-N-methyl-3-azabicyclo[3.1.0]hexane-6-carboxamide CON(C(=O)C1[C@H]2CNC[C@@H]12)C